2,2-difluoro-2-(4-(trifluoromethyl)phenyl)acetonitrile FC(C#N)(C1=CC=C(C=C1)C(F)(F)F)F